N=1N2C(=C(C1)C=1C=CC=3N(C1)N=NC3C(=O)NC=3C(=NC=C(C3)NC(CN3CC(C3)(C)C)=O)C)CCC2 6-(5,6-dihydro-4H-pyrrolo[1,2-b]pyrazol-3-yl)-N-[5-[[2-(3,3-dimethylazetidin-1-yl)acetyl]amino]-2-methyl-3-pyridyl]triazolo[1,5-a]pyridine-3-carboxamide